methyl 3-amino-5-(3,4-dimethylphenyl)picolinate NC=1C(=NC=C(C1)C1=CC(=C(C=C1)C)C)C(=O)OC